C1(=CC=C(C=C1)CC=1C(=C(SC1Br)Br)C(=O)NC1CC2(CC(C2)C(=O)O)C1)C1=CC=CC=C1 6-(4-([1,1'-biphenyl]-4-ylmethyl)-2,5-dibromothiophene-3-carboxamido)spiro[3.3]heptane-2-carboxylic acid